ClC=1C=C(C=CC1)C=1C(=C(C(=NC1)C(=O)NC1(CC1)C(=O)O)O)C 1-(5-(3-chlorophenyl)-3-hydroxy-4-methylpicolinamido)cyclopropane-1-carboxylic acid